tert-butyl ((2-(3-(1-(difluoro(4-methyl-4H-1,2,4-triazol-3-yl)-methyl)cyclobutyl)phenyl)-3-oxo-7-(trifluoromethyl)isoindolin-5-yl)methyl)(1-methyl-cyclobutyl)carbamate FC(C1(CCC1)C=1C=C(C=CC1)N1CC2=C(C=C(C=C2C1=O)CN(C(OC(C)(C)C)=O)C1(CCC1)C)C(F)(F)F)(C1=NN=CN1C)F